FC1=C(C=C(COC2=CC=C(C=C2)C=2C=C(C(NC2C(F)(F)F)=O)C(=O)N)C=C1)[N+](=O)[O-] 5-(4-((4-Fluoro-3-nitrobenzyl)oxy)phenyl)-2-oxo-6-(trifluoromethyl)-1,2-dihydropyridine-3-carboxamide